(S)-4-(6,7-dichloro-1-(2-isopropyl-4-methylpyridin-3-yl)-2-oxo-1,2-dihydropyrido(2,3-d)pyrimidin-4-yl)-3-methylpiperazine-1-carboxylic acid tert-butyl ester C(C)(C)(C)OC(=O)N1C[C@@H](N(CC1)C=1C2=C(N(C(N1)=O)C=1C(=NC=CC1C)C(C)C)N=C(C(=C2)Cl)Cl)C